1-Undecyl-2-butylpyrrolium methansulfonat CS(=O)(=O)[O-].C(CCCCCCCCCC)[NH+]1C(=CC=C1)CCCC